CC1(CCCC2CCCCC12)OC(=O)C1C2C=CC(C1)C2 5-(1-methyldecahydronaphthalen-1-yloxycarbonyl)-bicyclo[2.2.1]Hept-2-ene